tributyl-hexylphosphine 2,2-dimethylbutyrate CC(C(=O)O)(CC)C.C(CCC)C(CCCCCP)(CCCC)CCCC